NC1=NC=C(C=C1C(=O)OCC1=CC=CC=C1)C=1C=NN(C1)CCOCCOCC#CC1=CC=CC=2N(C(N(C21)C)=O)C2C(NC(CC2)=O)=O benzyl 2-amino-5-(1-[2-[2-([3-[1-(2,6-dioxopiperidin-3-yl)-3-methyl-2-oxo-1,3-benzodiazol-4-yl]prop-2-yn-1-yl]oxy)ethoxy]eth-yl]pyrazol-4-yl)pyridine-3-carboxylate